1-(6-fluoro-3-(4-(methylsulfonyl)piperazine-1-carbonyl)quinolin-4-yl)-4-(4-fluorophenyl)piperidine-4-carbonitrile FC=1C=C2C(=C(C=NC2=CC1)C(=O)N1CCN(CC1)S(=O)(=O)C)N1CCC(CC1)(C#N)C1=CC=C(C=C1)F